N-(1-(5-(3-Chloro-5-morpholinobenzyl)octahydropyrrolo[3,4-c]pyrrole-2-carbonyl)-1H-pyrazol-3-yl)acetamide ClC=1C=C(CN2CC3C(C2)CN(C3)C(=O)N3N=C(C=C3)NC(C)=O)C=C(C1)N1CCOCC1